4-[(1S,3S)-3-{5-[6-(2-fluoroethoxy)pyridin-3-yl]-1,2,4-oxadiazol-3-yl}-2,2-dimethylcyclopropyl]benzenesulfonamide FCCOC1=CC=C(C=N1)C1=NC(=NO1)[C@@H]1C([C@H]1C1=CC=C(C=C1)S(=O)(=O)N)(C)C